2-(3,5-dichloro-2-fluoro-4-(2-fluoro-4-hydroxy-3-isopropylbenzyl)phenyl)acetic acid ClC=1C(=C(C=C(C1CC1=C(C(=C(C=C1)O)C(C)C)F)Cl)CC(=O)O)F